CN1C[C@@H](NCC1)C1=C(C=CC=C1)C (3S)-1-methyl-3-(2-methylphenyl)piperazine